cis-3-Methyl-2-nonen CC(=CC)CCCCCC